2-[2-(6-methyl-2-pyridyl)-4,5,6,7-tetrahydropyrazolo[1,5-a]pyrazin-3-yl]-7-(1H-pyrazol-4-yl)-1,5-naphthyridine CC1=CC=CC(=N1)C1=NN2C(CNCC2)=C1C1=NC2=CC(=CN=C2C=C1)C=1C=NNC1